R-3-hydroxybutyryl-CoA O[C@@H](CC(=O)SCCNC(CCNC([C@@H](C(COP(OP(OC[C@@H]1[C@H]([C@H]([C@@H](O1)N1C=NC=2C(N)=NC=NC12)O)OP(=O)(O)O)(=O)O)(=O)O)(C)C)O)=O)=O)C